OC(CNCC(O)C=1C(=CC=C(C1)O)O)O 5-(2-dihydroxyethylamino-1-hydroxyethyl)-1,4-benzenediol